OC=1C(NC=NC1CN1C(NC(C1)C1=CC=C(C=C1)C#CC1=CC=C(C=C1)C(=O)N1CCOCC1)=O)=O 5-Hydroxy-6-((4-(4-((4-(morpholine-4-carbonyl)phenyl)ethynyl)phenyl)-2-oxoimidazolin-1-yl)methyl)pyrimidine-4(3H)-one